B([O-])([O-])[O-].FC1=C(C(=CC(=C1F)F)F)[B-](C1=C(C(=C(C=C1F)F)F)F)(C1=C(C(=C(C=C1F)F)F)F)C1=C(C(=C(C=C1F)F)F)F.C(C)[NH+](C1=CC=CC=C1)CC.C(C)[NH+](C1=CC=CC=C1)CC.C(C)[NH+](C1=CC=CC=C1)CC.C(C)[NH+](C1=CC=CC=C1)CC N,N-diethylanilinium tetrakis(2,3,4,6-tetrafluorophenyl)borate borate